CN(\C(=N\S(=O)(=O)C=1C(=C(C2=C(CC(O2)(C)C)C1C)C)C)\NC)CCC[C@@H](C(=O)O)N(C)C(=O)OCC1C2=CC=CC=C2C=2C=CC=CC12 (2S)-5-[(E)-N,N'-dimethyl-N''-[(2,2,4,6,7-pentamethyl-2,3-dihydro-1-benzofuran-5-yl)sulfonyl]carbamimidamido]-2-({[(9H-fluoren-9-yl)methoxyl]carbonyl}(methyl)amino)pentanoic acid